1-(6-(3,4-difluorophenyl)-4-formylpyridin-3-yl)-3-hydroxy-N-methylpiperidine-3-carboxamide FC=1C=C(C=CC1F)C1=CC(=C(C=N1)N1CC(CCC1)(C(=O)NC)O)C=O